1-((3s,5r)-1-propenoyl-5-hydroxypiperidin-3-yl)-4-amino-3-(4-phenoxyphenyl)-1,3-dihydro-2H-imidazo[4,5-c]pyridin-2-one C(C=C)(=O)N1C[C@H](C[C@H](C1)O)N1C(N(C=2C(=NC=CC21)N)C2=CC=C(C=C2)OC2=CC=CC=C2)=O